OC(C)C(CCCC)NC(OCC1=CC=CC=C1)=O benzyl (2-hydroxyheptan-3-yl)carbamate